(R)-(3-Aminopiperidin-1-yl)(2-(1-(cyclopropylmethyl)-1H-indol-2-yl)-3-methylimidazo[1,2-a]pyridin-7-yl)methanone trans-cis-tert-butyl-2-hydroxy-6-azaspiro[3.4]octane-6-carboxylate C(C)(C)(C)OC(=O)N1CC2(CC(C2)O)CC1.N[C@H]1CN(CCC1)C(=O)C1=CC=2N(C=C1)C(=C(N2)C=2N(C1=CC=CC=C1C2)CC2CC2)C